tert-Butyl (S)-3-amino-4-((2-(4-methoxy-2H-1,2,3-triazol-2-yl)ethyl)amino)-4-oxobutanoate N[C@@H](CC(=O)OC(C)(C)C)C(=O)NCCN1N=CC(=N1)OC